C(C1=CC=CC=C1)OC=1N=C2C(=C(C=NC2=C(C1)Cl)C(=O)O)NCC(C)(C)C 6-(Benzyloxy)-8-chloro-4-(neopentylamino)-1,5-naphthyridine-3-carboxylic acid